CC1C(CCC2=CC=C(C=C12)OC=1C=C(C=CC1)C1=CC(=CC=C1)Cl)NC(=O)OC(C)(C)C Methyl-2-((tert-butoxycarbonyl)amino)-7-((3'-chloro-[1,1'-biphenyl]-3-yl)oxy)-1,2,3,4-tetrahydronaphthalene